O1C(=NC2=C1C=CC=C2)C2CCN(CC2)C2=C(C(N(C1=CC=CC=C21)CC)=O)C#N 4-[4-(1,3-Benzooxazol-2-yl)piperidin-1-yl]-1-ethyl-2-oxo-1,2-dihydroquinoline-3-carbonitrile